CN(C)CCNC(C=C)=O N-dimethylaminoethylacrylamide